CN1N=C2N(C3=CC=C(C=C3C2=C1)C#N)C1=CC=C(C=C1)C(F)(F)F 2-methyl-8-[4-(trifluoromethyl)phenyl]pyrazolo[3,4-b]indole-5-carbonitrile